FC(C=1C=CC(=NC1)OC1=CC=C(C=C1)S(=O)(=O)Cl)(F)F 4-((5-(trifluoromethyl)pyridin-2-yl)oxy)benzenesulfonyl chloride